NC=1C(=NC(=CN1)C1=CC(=C2CCN(CC2=C1)C)C)N1N=CC(=C1)C(=O)N(CCN1CCCC1)C 1-(3-amino-6-(2,5-dimethyl-1,2,3,4-tetrahydroisoquinolin-7-yl)pyrazin-2-yl)-N-methyl-N-(2-(pyrrolidin-1-yl)ethyl)-1H-pyrazole-4-carboxamide